3,4-dichloro-6-[6-(dimethylphosphoryl)pyridin-3-yl]-2-methyl-1,5-naphthyridine ClC=1C(=NC2=CC=C(N=C2C1Cl)C=1C=NC(=CC1)P(=O)(C)C)C